magnesium silanolate [SiH3][O-].[Mg+2].[SiH3][O-]